1-(4-(2-(6-((3R,5R)-3-amino-5-fluoropiperidine-1-carbonyl)-3-methylpyrazolo[1,5-a]pyridin-2-yl)-1-(cyclopropylmethyl)-1H-indol-7-yl)piperidin-1-yl)-2-ethoxyethan-1-one N[C@H]1CN(C[C@@H](C1)F)C(=O)C=1C=CC=2N(C1)N=C(C2C)C=2N(C1=C(C=CC=C1C2)C2CCN(CC2)C(COCC)=O)CC2CC2